BrC1=CC=C(C=C1)/C(/CC=C)=N/O (E)-1-(4-bromophenyl)but-3-en-1-one oxime